amino-2-methyl-propan-1-ol NC(C(C)C)O